1-cyclopentyl-5-(3-(trifluoromethyl)pyridin-2-yl)-1H-pyrazole-3-carboxylic acid ethyl ester C(C)OC(=O)C1=NN(C(=C1)C1=NC=CC=C1C(F)(F)F)C1CCCC1